1,3,14-tetradecenetriol C(=CC(CCCCCCCCCCCO)O)O